CC(C(C=O)N1C(CC1)C(=O)NC)C 3-methyl-1-oxobutan-2-yl-N-methylazetidine-2-carboxamide